FC=1C=C2C(=NNC2=CC1F)C1=NC=2CCNCC2C=C1 2-(5,6-difluoro-1H-indazol-3-yl)-5,6,7,8-tetrahydro-1,6-naphthyridine